FC=1C=C(CC=2C=C3C(=NNC3=CC2)C=CC2=NC=CC=C2)C=C(C1)OC 5-(3-fluoro-5-methoxybenzyl)-3-(2-(pyridin-2-yl)vinyl)-1H-indazole